1-methyl-7-[4-(2-tetrahydropyran-4-yloxyethoxy)phenoxy]indazole-5-carbohydrazide CN1N=CC2=CC(=CC(=C12)OC1=CC=C(C=C1)OCCOC1CCOCC1)C(=O)NN